C1(CC1)CNC1=NC(=NC=C1C(F)(F)F)NC1=C2C=NN(C2=CC=C1)CCS(=O)(=O)C N4-(cyclopropylmethyl)-N2-(1-(2-(methylsulfonyl)ethyl)-1H-indazol-4-yl)-5-(trifluoromethyl)pyrimidine-2,4-diamine